[Br-].[Br-].C1(=CC=CC=C1)OC1=CC=CC=C1 diphenyl ether dibromide